5,7-difluoro-6-(3-methoxypyrrolidin-1-yl)-4-oxo-1,4-dihydroquinolin FC1=C2C(C=CNC2=CC(=C1N1CC(CC1)OC)F)=O